(S)-N-[(S)-cyclopropyl(3,5-difluorophenyl)methyl]-2-methylpropane-2-sulfinamide C1(CC1)[C@H](N[S@@](=O)C(C)(C)C)C1=CC(=CC(=C1)F)F